amino-5-[di(tert-butyl)(fluoro)silyl]-4-methoxy-1-pyridinium-1-olate NC1=[N+](C=C(C(=C1)OC)[Si](F)(C(C)(C)C)C(C)(C)C)[O-]